NC1=NC2=CC=CC(=C2C=C1C(=O)N(CCC)CCC)CCCCC#N 2-amino-5-(4-cyanobutyl)-N,N-dipropylquinoline-3-carboxamide